C(C1=CC=CC=C1)OC(=O)[C@@H]1[C@@H](C1)C(=O)O (1R,2S)-2-[(benzyloxy)carbonyl]cyclopropane-1-formic acid